4,4'-methylene-bis-(2,6-diisopropylaniline) C(C1=CC(=C(N)C(=C1)C(C)C)C(C)C)C1=CC(=C(N)C(=C1)C(C)C)C(C)C